C1(=CC=CC=C1)C1=C(C=CC=C1)NC1(CC=CC=C1)B(O)O 1-(ortho-phenylphenylamino)-phenylboronic acid